CN1CCN(CC1)CC1=C(C(=O)[O-])C=CC=C1.[Li+] lithium 2-[(4-methylpiperazin-1-yl)methyl]benzoate